C(#N)C1(COC1)NS(=O)(=O)C1=CC2=C(N(C(N2C=2SC(=NN2)C(F)F)=O)CC)C=C1F N-(3-cyanooxetan-3-yl)-3-[5-(difluoromethyl)-1,3,4-thiadiazol-2-yl]-1-ethyl-6-fluoro-2-oxo-1,3-benzodiazole-5-sulfonamide